2-amino-4-(6-chloro-8-fluoro-4-(6-hydroxy-6-methyl-1,4-oxazepan-4-yl)-2-(((S)-2-methylenetetrahydro-1H-pyrrolizin-7a(5H)-yl)methoxy)quinazolin-7-yl)-7-fluorobenzo[b]thiophene NC1=CC2=C(S1)C(=CC=C2C2=C(C=C1C(=NC(=NC1=C2F)OC[C@]21CCCN1CC(C2)=C)N2CCOCC(C2)(C)O)Cl)F